styrene-acryloate C(=CC1=CC=CC=C1)C=CC(=O)[O-]